8-fluoro-2-[(4S)-4-[[6-oxo-5-(trifluoromethyl)-1H-pyridazin-4-yl]amino]pentyl]-6-[5-(2,2,2-trifluoroethyl)-2-pyridyl]isoquinolin-1-one FC=1C=C(C=C2C=CN(C(C12)=O)CCC[C@H](C)NC=1C=NNC(C1C(F)(F)F)=O)C1=NC=C(C=C1)CC(F)(F)F